N-(5-bromo-3-methoxypyridin-2-yl)-3-(2-isopropylphenyl)azetidine BrC=1C=C(C(=NC1)N1CC(C1)C1=C(C=CC=C1)C(C)C)OC